3-(((1-isopropylazetidin-3-yl)(methyl)carbamoyl)oxy)propane-1,2-diyl dipalmitate C(CCCCCCCCCCCCCCC)(=O)OCC(COC(N(C)C1CN(C1)C(C)C)=O)OC(CCCCCCCCCCCCCCC)=O